COC=1C(=CC(=NC1)NC(=O)N1C2CC(CC1C2)C)C2=NN1C(C=N2)=CC=C1 cis-N-(5-methoxy-4-(pyrrolo[2,1-f][1,2,4]triazin-2-yl)pyridin-2-yl)-3-methyl-6-azabicyclo[3.1.1]heptane-6-carboxamide